C(C)(=O)[O-].C(C)(=O)[O-].C1(CCCCC1)P(C1CCCCC1)C1CCCCC1.C1(CCCCC1)P(C1CCCCC1)C1CCCCC1.[Pd+2] palladium bis(tricyclohexylphosphine) diacetate